C1(CCCC1)C=1C=CC(=C(O\C(\C(=O)[O-])=C/O)C1)C (Z)-2-(5-cyclopentyl-2-methyl-phenoxy)-3-hydroxy-prop-2-enoate